(5-Chloropyrazolo[1,5-a]Pyrimidin-7-Yl)-(4-Methanesulfonylphenyl)Amine ClC1=NC=2N(C(=C1)NC1=CC=C(C=C1)S(=O)(=O)C)N=CC2